NC(COC=1C=CC(=C(C(=O)NC2(CC2)C2=CC(=CC3=CC=CC=C23)C2=CC=C(C=C2)F)C1)C)C 5-(2-Aminopropoxy)-N-(1-(3-(4-fluorophenyl)naphthalen-1-yl)cyclopropyl)-2-methylbenzamide